N-Cyclopropyl-4-(3-(4-fluoro-2,6-dimethylphenoxy)-5-methylphenyl)-6-methyl-7-oxo-6,7-dihydro-1H-pyrrolo[2,3-c]pyridine-2-carboxamide C1(CC1)NC(=O)C1=CC2=C(C(N(C=C2C2=CC(=CC(=C2)C)OC2=C(C=C(C=C2C)F)C)C)=O)N1